(5-oxaspiro[2.4]heptan-6-yl)methanamine hydrochloride Cl.C1CC12COC(C2)CN